C(C)C(COP(=O)([O-])[O-])CCCC 2-ethylhexyl-phosphate